C(CCCCCCCCCCCCCCCCC)(=O)N[C@@H](CCC(=O)O)C(=O)O N-stearoylglutamic acid